6-(benzofuran-3-yl)-N-(piperidin-4-ylmethyl)benzo[b]thiophene-2-carboxamide O1C=C(C2=C1C=CC=C2)C=2C=CC1=C(SC(=C1)C(=O)NCC1CCNCC1)C2